C1(CCCC1)C1CCNN1 5-cyclopentyl-pyrazolidine